OC[C@@H](CC(C)C)NC1=NC(=NC(=N1)CC(C)C=1C=CC=C2CC(NC12)=O)NS(=O)(=O)C N-(4-(((R)-1-Hydroxy-4-methylpentan-2-yl)amino)-6-(2-(2-oxoindolin-7-yl)propyl)-1,3,5-triazin-2-yl)methanesulfonamide